C(C)C1=C(C=CC(=C1)CCCCC)C=1C(OC2=CC(=CC=C2C1)O)=O 3-(2-ethyl-4-pentylphenyl)-7-hydroxy-2H-chromen-2-one